P(=O)(O)(OCC(C)OC(C(=C)C)=O)OC1=CC=C(C=C1)OC 2-methacryloxypropyl (4-methoxyphenyl) hydrogenphosphate